2-(hydroxy(3-nitrophenyl)methyl)cyclohexane-1-one OC(C1C(CCCC1)=O)C1=CC(=CC=C1)[N+](=O)[O-]